1-(6-(4-isopropyl-4H-1,2,4-triazol-3-yl)pyridin-2-yl)-3-(4-methoxyphenyl)imidazolidin-2-one C(C)(C)N1C(=NN=C1)C1=CC=CC(=N1)N1C(N(CC1)C1=CC=C(C=C1)OC)=O